P(O)(=O)(F)F fluoro-fluorophosphoric acid